FC(COC1=C(C(=O)O)C=C(C=C1)OCC(F)(F)F)(F)F 2,5-bistrifluoroethoxybenzoic acid